(E)-2-((8-((4-(Trifluoromethyl)phenyl)sulfonamido)quinolin-2-yl)methylene)hydrazine-1-carbothioamide FC(C1=CC=C(C=C1)S(=O)(=O)NC=1C=CC=C2C=CC(=NC12)\C=N\NC(N)=S)(F)F